4-bromo-6-chloro-2-nitrobenzoate BrC1=CC(=C(C(=O)[O-])C(=C1)Cl)[N+](=O)[O-]